(5'S*)-4'-(4-methoxybenzyl)-5'-methyl-4',5'-dihydro-3'H-spiro[cyclopropane-1,2'-pyrido[2,3-f][1,4]oxazepine]-7'-ol COC1=CC=C(CN2CC3(OC4=C([C@@H]2C)N=C(C=C4)O)CC3)C=C1 |o1:13|